5-(hydroxymethyl)-1-methyl-1H-pyrazole-3-carboxylic acid OCC1=CC(=NN1C)C(=O)O